C(C)(C)(C)C1=NOC(=N1)C=1C(=NC(=NC1)NC=1C=C2CCNC(C2=CC1)=O)N[C@H](CO)C1=CC=CC=C1 6-[[5-(3-tert-butyl-1,2,4-oxadiazol-5-yl)-4-[[(1S)-2-hydroxy-1-phenyl-ethyl]amino]pyrimidin-2-yl]amino]-3,4-dihydro-2H-isoquinolin-1-one